F[C@H]1C[C@H](N(C1)C(CN1CCC(CC1)NC1=CC(OC2=C1C=CC=C2)=O)=O)C#N (2S,4S)-4-fluoro-1-[2-[4-[(2-oxo-benzopyran-4-yl)amino]-1-piperidinyl]acetyl]pyrrolidine-2-carbonitrile